FC(S(=O)(=O)OC1=NC(=C(C2=C1CCC2)C2=C(C=C(C=C2OCCOC)F)F)C2=NN1C([C@H](NCC1)C)=C2)(F)F (R)-4-(2,4-difluoro-6-(2-methoxyethoxy)phenyl)-3-((R)-4-methyl-4,5,6,7-tetrahydropyrazolo[1,5-a]pyrazin-2-yl)-6,7-dihydro-5H-cyclopenta[c]pyridin-1-yl trifluoromethanesulfonate